Cl.CN1N=C(C=C1C)NC(=O)C1CNC1 N-(1,5-dimethyl-1H-pyrazol-3-yl)azetidine-3-carboxamide hydrochloride